3-(4-nitrobenzyl)quinazolinone [N+](=O)([O-])C1=CC=C(CN2C(N=C3C=CC=CC3=C2)=O)C=C1